PHOSPHAPHENANTHRENE C1=CC=C2C(=C1)C=CC3=C2C=CC=P3